N-(2-(3-(2-fluorophenyl)-6-(3-(2-hydroxybutyl)ureido)quinolin-2-yl)phenyl)acetamide FC1=C(C=CC=C1)C=1C(=NC2=CC=C(C=C2C1)NC(=O)NCC(CC)O)C1=C(C=CC=C1)NC(C)=O